ClC1=C(C=C2C(C(NC2=C1)=O)=C(C1=CC(=NO1)OC)O)C1=CC=C(C=C1)C1COC(OC1)(C)C 6-chloro-5-[4-(2,2-dimethyl-1,3-dioxan-5-yl)phenyl]-3-[hydroxy-(3-methoxyisoxazol-5-yl)methylene]indolin-2-one